4-ethoxycarbonylmethyl-cyclohexanone-p-toluenesulfonyl hydrazone CC1=CC=C(C=C1)S(=O)(=O)NN=C1CCC(CC1)CC(=O)OCC